1-cyclopentyl-5-(2-(5-(4-ethylpiperazin-1-yl)pyridin-2-yl)aminopyrimidin-4-yl)-pyridin-2(1H)-one C1(CCCC1)N1C(C=CC(=C1)C1=NC(=NC=C1)NC1=NC=C(C=C1)N1CCN(CC1)CC)=O